CC(=O)N[C@@H](CCP(=O)(C)O)C(=O)O The molecule is an N-acetyl-L-amino acid derived from L-phosphinothricin. It is a N-acetylphosphinothricin and a N-acetyl-L-amino acid. It is a conjugate acid of a N-acetyl-L-phosphinothricin(2-).